[Cl-].FC(C=1C=C(C[P+](CCCCCCCC)(CCCCCCCC)CCCCCCCC)C=CC1)(F)F m-trifluoromethyl-benzyl-trioctyl-phosphonium chloride